FC(CN1C=NC2=C1C=C(C=C2)C=2C(=CN1N=C(N=C(C12)OC)N[C@@H]1[C@@H](CN(CC1)C(C([2H])([2H])[2H])=O)F)F)F 1-((3R,4S)-4-((5-(1-(2,2-difluoroethyl)-1H-benzo[d]imidazol-6-yl)-6-fluoro-4-methoxypyrrolo[2,1-f][1,2,4]triazin-2-yl)amino)-3-fluoropiperidin-1-yl)ethan-1-one-2,2,2-d3